methyl (S)-2-(((S)-2-((tert-butoxycarbonyl)amino)-3-(4-chlorophenyl)propyl)amino)butanoate C(C)(C)(C)OC(=O)N[C@H](CN[C@H](C(=O)OC)CC)CC1=CC=C(C=C1)Cl